2-[4-[3-[1-(5-ethoxypyrimidin-2-yl)-4-piperidyl]propoxy]-2-fluoro-phenyl]-1-[(3S)-3-[[[(2S,3R,4R,5R)-2,3,4,5,6-pentahydroxyhexyl]amino]methyl]pyrrolidin-1-yl]ethanone C(C)OC=1C=NC(=NC1)N1CCC(CC1)CCCOC1=CC(=C(C=C1)CC(=O)N1C[C@@H](CC1)CNC[C@@H]([C@H]([C@@H]([C@@H](CO)O)O)O)O)F